5-[2-(cyclopropylmethoxy)-5-methylsulfonylphenyl]-3-methyl-1-(oxetan-3-ylmethyl)pyridin-2-one C1(CC1)COC1=C(C=C(C=C1)S(=O)(=O)C)C=1C=C(C(N(C1)CC1COC1)=O)C